NC=1C2=C(N=CN1)N(C(=C2C2=CC=C(C(=O)NCC(F)(F)F)C=C2)C2=CC=C(C=C2)NC(C(=C)C)=O)C 4-(4-amino-6-(4-methacrylamido-phenyl)-7-methyl-7H-pyrrolo[2,3-d]pyrimidin-5-yl)-N-(2,2,2-trifluoroethyl)benzamide